6-oxo-4-(toluenesulfonyloxy)-1,6-dihydropyridine-3-carboxylic acid methyl ester COC(=O)C1=CNC(C=C1OS(=O)(=O)CC1=CC=CC=C1)=O